C(C)OC(C)N1N=CC(=C1)C1=NC=C(C=2N1N=C(N2)NC2CCN(CC2)S(=O)(=O)C)OC (1-(1-ethoxyethyl)-1H-pyrazol-4-yl)-8-methoxy-N-(1-(methylsulfonyl)piperidin-4-yl)-[1,2,4]triazolo[1,5-c]pyrimidin-2-amine